ClC1=NC=C(C=C1F)OC1=NC=C(C=C1)F 2-chloro-3-fluoro-5-((5-fluoropyridin-2-yl)oxy)pyridine